7-(4-chloropyridin-3-yl)-N-(6-methoxy-1,2,3,4-tetrahydroisoquinolin-7-yl)quinazolin-2-amine ClC1=C(C=NC=C1)C1=CC=C2C=NC(=NC2=C1)NC1=C(C=C2CCNCC2=C1)OC